IC=1C=C(C=CC1OC)C1=C(C(=O)O)C=CC=N1 2-(3-iodo-4-methoxyphenyl)nicotinic acid